Cyclohexyl (S)-2-aminopropionate hydrochloride Cl.N[C@H](C(=O)OC1CCCCC1)C